CNC=1N=CC(=C2C=C(N=CC12)NC(=O)C1CC1)C=1OC2=C(N1)C=C(C=C2)NC(CC)=O N-(8-(methylamino)-5-(5-propionamidobenzo[d]oxazol-2-yl)-2,7-naphthyridin-3-yl)cyclopropanecarboxamide